1-((3s,5r)-1-propenoyl-5-(methoxymethyl)pyrrolidin-3-yl)-3-((1-cyclopropyl-5-fluoro-1H-indazol-4-yl)ethynyl)-5-(methylamino)-1H-pyrazole-4-carboxamide C(C=C)(=O)N1C[C@H](C[C@@H]1COC)N1N=C(C(=C1NC)C(=O)N)C#CC1=C2C=NN(C2=CC=C1F)C1CC1